(3,4,5-trifluorophenyl(sulfamoyl)phenyl)urea FC=1C=C(C=C(C1F)F)C=1C(=C(C=CC1)NC(=O)N)S(N)(=O)=O